1-Tert-butyl 4-[2-[1-(2,6-dioxo-3-piperidyl)-3-methyl-2-oxo-benzimidazol-4-yl]ethynyl]piperidine-1-carboxylate O=C1NC(CCC1N1C(N(C2=C1C=CC=C2C#CC2CCN(CC2)C(=O)OC(C)(C)C)C)=O)=O